ClC=1C=CC2=C([C@@H](C[C@@H](O2)C(=O)NC23CC(C2)(C3)C=3C=NC(=CC3)C(=O)N3CC(C3)OC(F)(F)F)O)C1 (2R,4R)-6-chloro-4-hydroxy-N-(3-{6-[3-(trifluoromethoxy)azetidine-1-carbonyl]pyridin-3-yl}bicyclo[1.1.1]pentan-1-yl)-3,4-dihydro-2H-1-benzopyran-2-carboxamide